FC1(CCN(CC1)C1=NC(=NC(=C1)C)NC(C1=C(C=C(C=C1)NS(=O)(=O)CCO)N1CCC2(CC2)CC1)=O)F N-(4-(4,4-difluoropiperidin-1-yl)-6-methylpyrimidin-2-yl)-4-((2-hydroxyethyl)sulfonamido)-2-(6-azaspiro[2.5]octan-6-yl)benzamide